N-(5-Cyclopropyl-4-methoxypyridin-2-yl)-5-methyl-2-(1-methyl-1H-imidazol-2-yl)-6-(1-methyl-1H-pyrazol-3-yl)pyrrolo[2,1-f][1,2,4]triazin-4-amine C1(CC1)C=1C(=CC(=NC1)NC1=NC(=NN2C1=C(C(=C2)C2=NN(C=C2)C)C)C=2N(C=CN2)C)OC